COC1=CC=C2CCCC(C2=C1)C=O 7-methoxy-1,2,3,4-tetrahydronaphthalene-1-carbaldehyde